NC1C(CC(CC1C)CC1CC(C(C(C1)C)N)C)C Bis-(4-amino-3,5-dimethyl-cyclohexyl)methan